(S)-5-((4-((2-hydroxy-1-phenylethyl)amino)-5-(3-(quinuclidin-4-yl)-1,2,4-oxadiazol-5-yl)pyridin-2-yl)amino)-3,3-dimethyl-[1,2]oxaborolo[4,3-b]pyridin-1(3H)-ol OC[C@H](C1=CC=CC=C1)NC1=CC(=NC=C1C1=NC(=NO1)C12CCN(CC1)CC2)NC2=CC=C1C(=N2)C(OB1O)(C)C